(4-(4-(benzo[d]thiazol-5-ylamino)quinolin-7-yl)phenyl)(2,4,5-trimethylpiperazin-1-yl)methanone S1C=NC2=C1C=CC(=C2)NC2=CC=NC1=CC(=CC=C21)C2=CC=C(C=C2)C(=O)N2C(CN(C(C2)C)C)C